7-methyl-1-tridecene CC(CCCCC=C)CCCCCC